C[C@]12C[C@@H]([C@H]3[C@H]([C@@H]1CC([C@@]2(C(=O)CO)O)C(=O)OC)CCC4=CC(=O)C=C[C@]34C)O The molecule is a steroid acid ester, an 11beta-hydroxy steroid, a 20-oxo steroid, a 21-hydroxy steroid, a 17alpha-hydroxy steroid, a 3-oxo-Delta(1),Delta(4)-steroid, a primary alpha-hydroxy ketone and a tertiary alpha-hydroxy ketone. It derives from a prednisolone-16-carboxylic acid.